C1(CC1)C1=C(C(=NO1)C1=C(C=NC=C1Cl)Cl)COC1C2(CCC(C1)CC2)C(=O)O ((5-cyclopropyl-3-(3,5-dichloropyridin-4-yl)isoxazol-4-yl)methoxy)bicyclo[2.2.2]octane-1-carboxylic acid